CC1=C(C(=CC=C1)C)CC(=O)N[C@@H](C(C)C)C(=O)N[C@H](CCC(=O)O)C(=O)O (2-(2,6-dimethylphenyl)acetyl)-L-valyl-D-glutamic acid